ethyl 3-(4-(trifluoromethyl)phenyl)imidazo[1,2-a]pyrimidine-2-carboxylate FC(C1=CC=C(C=C1)C1=C(N=C2N1C=CC=N2)C(=O)OCC)(F)F